C(C)(C)(C)C1=C(C(=C(C(=O)O)C=C1)P)C(C)(C)C Di-t-Butyl-Phosphinobenzoic Acid